Sodium trifluoroacetic acid FC(C(=O)O)(F)F.[Na]